Methyl 5-(2,6-difluorophenyl)-1,3,4-oxadiazole-2-carboxylate FC1=C(C(=CC=C1)F)C1=NN=C(O1)C(=O)OC